[8-(1-octylnonoxy)-8-oxo-octyl] (2S,4R)-4-hydroxypyrrolidine-2-carboxylate O[C@@H]1C[C@H](NC1)C(=O)OCCCCCCCC(=O)OC(CCCCCCCC)CCCCCCCC